CS(=O)(=O)[O-].C(CCCCCC)[NH+]1C=C(C=C1)CCCC 1-Heptyl-3-butylpyrrolium methanesulfonate